2-(N,N-Dimethylamino)biphenyl CN(C)C1=C(C=CC=C1)C1=CC=CC=C1